C(C)(C)(C)OC(=O)N1CC2=CC(=CC=C2CC1)OC1=CC(=C(C=C1)C(F)(F)F)F 7-[3-fluoro-4-(trifluoromethyl)phenoxy]-3,4-dihydro-1H-isoquinoline-2-carboxylic acid tert-butyl ester